methyl 3-(3,5-dichlorophenyl)-8-(4,4-difluorocyclohexyl)-2-methylimidazo[1,2-b]pyridazine-7-carboxylate ClC=1C=C(C=C(C1)Cl)C1=C(N=C2N1N=CC(=C2C2CCC(CC2)(F)F)C(=O)OC)C